tert-butyl 4-(3-methyl-1H-indol-5-yl)-5,6-dihydropyridine-1(2H)-carboxylate CC1=CNC2=CC=C(C=C12)C1=CCN(CC1)C(=O)OC(C)(C)C